COCCOC1=C(C=CC(=C1)[N+](=O)[O-])OC1=CC=CC=C1 2-(2-methoxyethoxy)-4-nitro-1-phenoxybenzene